CC1COC=C(N1C(=O)OC(C)(C)C)C=1C=NC(=CC1)C(F)(F)F tert-butyl 3-methyl-5-(6-(trifluoromethyl)pyridin-3-yl)-2,3-dihydro-4H-1,4-oxazine-4-carboxylate